N-(1-(2-chloro-4-fluoro-6-(trifluoromethyl)phenyl)-3-(1,3-dioxan-2-yl)propyl)-2-methylpropan-2-sulfinamide ClC1=C(C(=CC(=C1)F)C(F)(F)F)C(CCC1OCCCO1)NS(=O)C(C)(C)C